N-(5-(3-(3-isopropylureido)phenyl)-1H-pyrazolo[3,4-b]pyridin-3-yl)-4-(4-methylpiperazin-1-yl)benzamide C(C)(C)NC(NC=1C=C(C=CC1)C=1C=C2C(=NC1)NN=C2NC(C2=CC=C(C=C2)N2CCN(CC2)C)=O)=O